OCCC[PH4] 1-(3-hydroxypropyl)phosphorane